OC=1C(C(=CN2C[C@H]3O[C@@H]4CC[C@H](N3C(C21)=O)C4)C(=O)NCC4=C(C=C(C=C4F)F)F)=O (2R,5S,13aR)-8-Hydroxy-7,9-dioxo-N-(2,4,6-trifluorobenzyl)-2,3,4,5,7,9,13,13a-octahydro-2,5-methanopyrido[1',2':4,5]pyrazino[2,1-b][1,3]oxazepine-10-carboxamide